(3R)-1-butyl-2,5-dioxo-3-((1R)-1-hydroxy-1-(tetrahydropyran-4-yl)methyl)-9-(4-(4-(2,2-dimethylpropylaminocarbonyl)-2-methoxyphenoxy)phenylmethyl)-1,4,9-triazaspiro[5.5]undecane C(CCC)N1C([C@H](NC(C12CCN(CC2)CC2=CC=C(C=C2)OC2=C(C=C(C=C2)C(=O)NCC(C)(C)C)OC)=O)[C@@H](C2CCOCC2)O)=O